(((diisopropylsilanediyl)bis(methylene))bis(oxy))bis(3,3'',5-tri-tert-butyl-5'-methyl-[1,1':3',1''-terphenyl]-2'-ol) C(C)(C)[Si](COC1=C(C=C(C=C1C(C)(C)C)C(C)(C)C)C1=C(C(=CC(=C1)C)C1=CC(=CC=C1)C(C)(C)C)O)(COC1=C(C=C(C=C1C(C)(C)C)C(C)(C)C)C1=C(C(=CC(=C1)C)C1=CC(=CC=C1)C(C)(C)C)O)C(C)C